CO\N=C(/C)\C(\CC)=C\C1=CC=CC=C1 (E)-3-((E)-benzylidene)pentan-2-one O-methyloxime